ClC=1C=CC=C2COC(C12)CNC(OC(C)(C)C)=O tert-Butyl ((7-chloro-1,3-dihydroisobenzofuran-1-yl)methyl)carbamate